methyl 6-(4-(2,6-dichlorophenoxy)piperidin-1-yl)pyridazine-3-carboxylate Methyl-6-chloropyridazine-3-carboxylate COC(=O)C=1N=NC(=CC1)Cl.ClC1=C(OC2CCN(CC2)C2=CC=C(N=N2)C(=O)OC)C(=CC=C1)Cl